ClC1=C(C=CC(=C1)Cl)C[C@H](C[C@@H]([C@@H](C(C)(C)C)O)N1N=CNC1=S)C 2-{(2R,4S,5R)-1-(2,4-dichlorophenyl)-5-hydroxy-2,6,6-trimethylheptan-4-yl}-2,4-dihydro-3H-1,2,4-triazole-3-thione